3-chloro-4-(1-(3,5-difluoropyridin-2-yl)ethoxy)-2'-(2-(2-hydroxypropan-2-yl)pyrimidin-4-yl)-5',6-dimethyl-2H-[1,4'-bipyridine]-2-one ClC=1C(N(C(=CC1OC(C)C1=NC=C(C=C1F)F)C)C1=CC(=NC=C1C)C1=NC(=NC=C1)C(C)(C)O)=O